5-(piperazin-1-yl)-6-{[4-(trifluoromethyl)phenyl]amino}pyrazin-2-ol N1(CCNCC1)C=1N=CC(=NC1NC1=CC=C(C=C1)C(F)(F)F)O